tert-butyl (1R,5S,6R)-6-((2-(8-((cyclobutylmethyl)thio)imidazo[1,5-a]pyridin-3-yl)propan-2-yl)carbamoyl)-3-azabicyclo[3.1.0]hexane-3-carboxylate C1(CCC1)CSC=1C=2N(C=CC1)C(=NC2)C(C)(C)NC(=O)C2[C@H]1CN(C[C@@H]21)C(=O)OC(C)(C)C